FC=1C(=CC(=NC1)OC)C1=CC(=NN1)C(=O)N1[C@H]2CC(C[C@@H]1CC2)C(=O)NC2CCC(CC2)(C(F)(F)F)OCCOC (1r,3s,5s)-8-[5-(5-fluoro-2-methoxypyridin-4-yl)-1H-pyrazole-3-carbonyl]-N-[(1s,4s)-4-(2-methoxyethoxy)-4-(trifluoromethyl)cyclohexyl]-8-azabicyclo[3.2.1]octane-3-carboxamide